C(C)(C)(C)OC(=O)NC1CCNCC1 4-(t-butoxycarbonyl-amino)piperidine